N-(4-chloro-3-(2-(methylsulfonyl)-8,9-dihydroimidazo[1',2':1,6]pyrido[2,3-d]pyrimidin-6-yl)phenyl)-4-(trifluoromethyl)pyridineamide ClC1=C(C=C(C=C1)NC(=O)C1=NC=CC(=C1)C(F)(F)F)C1=CC2=C(N=C(N=C2)S(=O)(=O)C)N2C1=NCC2